FC(OC1=CC=C(C=C1)NC(=O)N1CCCCN2[C@@H]([C@@H]([C@@H]2C1)C1=CC=C(C=C1)C#CC1=CC=CC=C1)CN(C)C)F (8R,9S,10S)-N-(4-(difluoromethoxy)phenyl)-10-((dimethylamino)methyl)-9-(4-(phenylethynyl)phenyl)-1,6-diazabicyclo[6.2.0]decane-6-carboxamide